N-((2,2-difluoro-benzo[d][1,3]dioxol-5-yl)(8-hydroxy-5-methylquinolin-7-yl)methyl)-6-((2-(2,6-dioxopiperidin-3-yl)-1,3-dioxoisoindolin-4-yl)amino)-hexanamide FC1(OC2=C(O1)C=CC(=C2)C(NC(CCCCCNC2=C1C(N(C(C1=CC=C2)=O)C2C(NC(CC2)=O)=O)=O)=O)C2=CC(=C1C=CC=NC1=C2O)C)F